NC12CC(C1)(C2)NC(C2=C(C=C(C=C2)NC=2C=1N(C=CN2)C(=CN1)C=1C(=NNC1)C(F)(F)F)Cl)=O N-(3-amino-1-bicyclo[1.1.1]pentanyl)-2-chloro-4-[[3-[3-(trifluoromethyl)-1H-pyrazol-4-yl]imidazo[1,2-a]pyrazin-8-yl]amino]benzamide